ethyl (((1R,7S)-8-(2-fluorophenyl)-4-azabicyclo[5.1.0]octan-8-yl)methyl)carbamate hydrochloride Cl.FC1=C(C=CC=C1)C1([C@H]2CCNCC[C@@H]12)CNC(OCC)=O